BrCC(=O)C1=CC(=C(C=C1)F)OC 2-bromo-4'-fluoro-3'-methoxyacetophenone